C1(CC1)SC1=C2C=CNC2=C(C(=C1OC=1C=CC(=C(C1)C=1NC=C(N1)[C@@]1(CCOC2=C(C=CC=C12)CCC(=O)OCC)C)F)F)F ethyl 3-[(4R)-4-[2-[5-[(4-cyclopropylsulfanyl-6,7-difluoro-1H-indol-5-yl)oxy]-2-fluoro-phenyl]-1H-imidazol-4-yl]-4-methyl-chroman-8-yl]propanoate